FC(C1CCN(CC1)CC=1C=C2C(=NNC2=CC1)C1=NC=CC(=N1)N1N=CC(=C1)CCO)F 2-{1-[2-(5-{[4-(difluoromethyl)piperidin-1-yl]methyl}-1H-indazol-3-yl)pyrimidin-4-yl]-1H-pyrazol-4-yl}ethan-1-ol